CN1[C@H](CCC1)CN (R)-(1-methylpyrrolidin-2-yl)methylamine